C(C)N1C(C2=NC(=CC=C2C1=O)NC1=NC=C(C(=C1)N[C@H](CO)C1=CC=CC=C1)C1=NC=NO1)(C)C (S)-6-ethyl-2-((4-((2-hydroxy-1-phenylethyl)amino)-5-(1,2,4-oxadiazol-5-yl)pyridin-2-yl)amino)-7,7-dimethyl-6,7-dihydro-5H-pyrrolo[3,4-b]pyridin-5-one